Dimethyl 2-(diethoxyphosphoryl)succinate C(C)OP(=O)(OCC)C(C(=O)OC)CC(=O)OC